N-isobutylbenzoisothiazolin-3-one C(C(C)C)N1SC2=C(C1=O)C=CC=C2